C(=C)B1OB(OB(O1)C=C)C=C 2,4,6-trivinyl-boroxine